9-methyl-bis(2-n-pentyloxy)anthracene CC=1C2=CC=CC=C2C=C2C=CC(=C(C12)OC(C)CCC)OC(C)CCC